ClC=1C(=NC(=NC1)NC(CN(C)C)CO)C1=CC=C2CN(C(C2=C1)=O)[C@@H](C(=O)N[C@H](CO)C1=CC(=CC=C1)C)C (2R)-2-[6-(5-chloro-2-{[1-(dimethylamino)-3-hydroxypropan-2-yl]amino}pyrimidin-4-yl)-1-oxo-2,3-dihydro-1H-isoindol-2-yl]-N-[(1S)-2-hydroxy-1-(3-methylphenyl)ethyl]propanamide